O1C=CC2=C1C=CC(=C2)CNC(=O)C2=CC=C1CN(C(N(C1=C2)CC2=C(C=CC=C2F)Cl)=O)C N-(benzofuran-5-ylmethyl)-1-(2-chloro-6-fluorobenzyl)-3-methyl-2-oxo-1,2,3,4-tetrahydroquinazoline-7-carboxamide